nitroindanone C1CC(=O)C2=C1C(=CC=C2)[N+](=O)[O-]